COC=1C(=NC=CC1)N1CCC(CC1)N1C(N(C=2C(C1)=CN(N2)C)CC2=C(C=CC=C2)C(F)(F)F)=O 5-(3'-Methoxy-3,4,5,6-tetrahydro-2H-[1,2']bipyridinyl-4-yl)-2-methyl-7-(2-trifluoromethyl-benzyl)-2,4,5,7-tetrahydro-pyrazolo[3,4-d]pyrimidin-6-one